FC=1C=C(C=C(C1)NCCN)NC(=O)NC1=C(C(=CC=C1)Br)CO 1-[3-fluoro-5-(2-aminoethylamino)phenyl]-3-(3-bromo-2-hydroxymethylphenyl)urea